NC(C#N)C=1C(=NN(C1)C)OCC1=CC=CC=C1 2-amino-2-(3-benzyloxy-1-methyl-pyrazol-4-yl)acetonitrile